C(C)(C)(C)OC Methyl tert.-butyl ether